N-spiro[3.4]octan-3-yl-thiazole-4-carboxamide C1CC(C12CCCC2)NC(=O)C=2N=CSC2